N-((S)-1-(((S)-1,1-bis(3-cyclopropylphenyl)propan-2-yl)amino)-1-oxopropan-2-yl)-3-hydroxy-4-methoxypicolinamide C1(CC1)C=1C=C(C=CC1)C([C@H](C)NC([C@H](C)NC(C1=NC=CC(=C1O)OC)=O)=O)C1=CC(=CC=C1)C1CC1